(1S,4R)-Ethyl 4-((S)-piperidin-2-yl)cyclohexanecarboxylate Hydrochloride Cl.N1[C@@H](CCCC1)C1CCC(CC1)C(=O)OCC